N-(2-bromo-6-methylphenyl)-4-methylpyrimidin-2-amine BrC1=C(C(=CC=C1)C)NC1=NC=CC(=N1)C